N-cyano-4-methyl-N-phenyl-benzenesulfonamide C(#N)N(S(=O)(=O)C1=CC=C(C=C1)C)C1=CC=CC=C1